F[C@@H]1CN(C[C@H]1F)C1=CC=2C3=NNC4=CC=C(OCCCNC(COC(=C1)C2)=O)C=C34 4-[(3R,4R)-3,4-difluoropyrrolidin-1-yl]-7,14-dioxa-10,19,20-triazatetracyclo[13.5.2.12,6.018,21]tricosa-1(20),2(23),3,5,15,17,21-heptaen-9-one